C(C)OC(=O)C=1NC2=C(C(=CC=C2C1CCCOC1=CC=CC2=CC=CC=C12)F)C=1C(=NN(C1CC)C)[C@@H](CCN1CCOCC1)O |r| (rac)-7-{5-ethyl-3-[1-hydroxy-3-(morpholin-4-yl)propyl]-1-methyl-1H-pyrazol-4-yl}-6-fluoro-3-[3-(naphthalen-1-yloxy)propyl]-1H-indole-2-carboxylic acid ethyl ester